C(C)(C)(C)OC(=O)N1[C@@H]2C=C[C@H]1[C@H](C2)O[Si](C)(C)C(C)(C)C.C2(=CC=CC=C2)C2=CC=C(C(=O)N)C=C2 p-phenyl-benzamide tert-butyl-(1S,4S,5S)-5-((tert-butyldimethylsilyl)oxy)-7-azabicyclo[2.2.1]hept-2-ene-7-carboxylate